(7-(3-Ethoxy-2-methylphenyl)-2-azaspiro[3.5]nonan-2-yl)((1s,3s)-3-hydroxy-3-methylcyclobutyl)methanon C(C)OC=1C(=C(C=CC1)C1CCC2(CN(C2)C(=O)C2CC(C2)(C)O)CC1)C